(1r,4r)-4-(1H-1,2,4-triazol-1-yl)cyclohexane-1-carbaldehyde N1(N=CN=C1)C1CCC(CC1)C=O